P(=O)([O-])([O-])[O-].[Na+].O.[Na+].[Na+] water sodium phosphate